tert-Butyl (2S)-2-{[(2S)-1-amino-3-{3'-[(methylsulfonyl)oxy]biphenyl-4-yl}1-oxopropan-2-yl]carbamoyl}-1,4-oxazepane-4-carboxylate NC([C@H](CC1=CC=C(C=C1)C1=CC(=CC=C1)OS(=O)(=O)C)NC(=O)[C@H]1OCCCN(C1)C(=O)OC(C)(C)C)=O